BrC(CCCC(OCCC)OC(CCCC(C)Br)OCCC)C 4-bromopentylpropoxymethyl ether